C(C1=CC=CC=C1)OC(=O)N1CC(CC1)C1=CC=C(C=C1)Cl 1-((benzyloxy)carbonyl)-3-(4-chlorophenyl)pyrrolidine